6-(4-fluorobenzyl)-5-oxo-2,3,5,6-tetrahydro-1H-pyrrolo[2,3-c]pyridine FC1=CC=C(CN2C=C3C(=CC2=O)CCN3)C=C1